1-(5-Iodo-2-hydroxyphenyl)ethan-1-one IC=1C=CC(=C(C1)C(C)=O)O